BrC1=NN(C(=C1)C(=O)NC1=C(C=C(C=C1C(=O)NC)Br)C)C1=NC=CC=C1Cl 3-bromo-N-[4-bromo-2-methyl-6-[(methylamino)carbonyl]phenyl]-1-(3-chloro-2-pyridinyl)-1H-pyrazole-5-carboxamide